5-[4-[(2-Ethyl-5-methyl-3-oxo-4H-quinoxalin-6-yl)methyl]piperazin-1-yl]-N,6-dimethyl-pyridine-2-carboxamide C(C)C1=NC2=CC=C(C(=C2NC1=O)C)CN1CCN(CC1)C=1C=CC(=NC1C)C(=O)NC